3-(trimethoxysilyl)propyl-di-n-tridecyldimethyl-ammonium chloride [Cl-].CO[Si](CCCC[N+](C)(CCCCCCCCCCCCC)CCCCCCCCCCCCC)(OC)OC